2-((4-((3-fluorobenzyl)oxy)benzyl)amino)propanamide FC=1C=C(COC2=CC=C(CNC(C(=O)N)C)C=C2)C=CC1